7-amino-4-{[(3S)-1-methyl-hexahydropyridin-3-yl]oxy}-6-(3-methoxy-2,6-dimethylphenyl)furo[2,3-d]pyrrolo[2,3-b]pyridine-8-carboxamide NC1=C(C=2C(=NC(=C3C2OC=C3)O[C@@H]3CN(CCC3)C)N1C1=C(C(=CC=C1C)OC)C)C(=O)N